BrC=1C=C(C(N(C1)C)=O)NC1=CC=CC=N1 6-[(5-bromo-1-methyl-2-oxopyridin-3-yl)amino]pyridin